C[Si](OC1(CCC2(OCCO2)CC1)C(F)(F)F)(C)C trimethyl-([[8-(trifluoromethyl)-1,4-dioxaspiro[4.5]dec-8-yl]oxy])silane